3-(2-aza-bicyclo[2.1.1]hexane-2-carboxamido)-7-fluoro-6-(4-methylpyridin-3-yl)isoquinolin-8-ylcarbamic acid tert-butyl ester C(C)(C)(C)OC(NC=1C(=C(C=C2C=C(N=CC12)NC(=O)N1C2CC(C1)C2)C=2C=NC=CC2C)F)=O